calcium dimethylphosphinate CP([O-])(=O)C.[Ca+2].CP([O-])(=O)C